FC=1C(=NN(C1NCC1=CC=C(C=C1)F)C(=O)C1=COC(=C1)C)C1C(CN(CC1)C(=O)N1CCCC1)=O 4-(4-fluoro-5-{[(4-fluorophenyl)methyl]amino}-1-(5-methylfuran-3-carbonyl)-1H-pyrazol-3-yl)-1-(pyrrolidine-1-carbonyl)piperidin-3-one